C(C1=CC=CC=C1)N(C(C(C)(C)Br)=O)CCO N-benzyl-2-bromo-N-(2-hydroxyethyl)-2-methylpropanamide